(phenylthiophenylphenyl)bis(diphenylaminobiphenylyl)amine C1(=CC=CC=C1)C=1C(=C(C=CC1)N(C1=C(C=CC=C1N(C1=CC=CC=C1)C1=CC=CC=C1)C1=CC=CC=C1)C1=C(C=CC=C1N(C1=CC=CC=C1)C1=CC=CC=C1)C1=CC=CC=C1)C=1SC=CC1